N(=[N+]=[N-])C1COC2(CN(C2)C(=O)OC(C)(C)C)C1 tertbutyl 7-azido-5-oxa-2-azaspiro[3.4]octane-2-carboxylate